(R)-1-(5-Bromoisoindolin-2-yl)-2-methylbutan-1-one BrC=1C=C2CN(CC2=CC1)C([C@@H](CC)C)=O